ClC=1C=NN(C1C(=O)NC1=NC=C(C=C1C)C#CC1=CC=CC=C1)[C@H]1COCC1 (R)-4-chloro-N-(3-methyl-5-(phenylethynyl)pyridin-2-yl)-1-(tetrahydrofuran-3-yl)-1H-pyrazole-5-carboxamide